2-(benzylamino)-9-(5,6,7,8-tetrahydro-1,8-naphthyridin-2-yl)nonanoic acid C(C1=CC=CC=C1)NC(C(=O)O)CCCCCCCC1=NC=2NCCCC2C=C1